[N+](=O)([O-])[O-].[Ge+2].[N+](=O)([O-])[O-] Germanium nitrat